ethyl P-(4-(5-(chlorodifluoromethyl)-1,2,4-oxadiazol-3-yl)-2-fluorobenzyl)-N-(4-chlorophenyl)phosphonamidate ClC(C1=NC(=NO1)C1=CC(=C(CP(OCC)(=O)NC2=CC=C(C=C2)Cl)C=C1)F)(F)F